C(C)(=O)N1CCC(CC1)C1=CC2=C(N=CN=C2N[C@H](C)C2=C(C(=CC(=C2)N)C(F)(F)F)F)N(C1=O)C 6-(1-acetyl-4-piperidyl)-4-[[(1R)-1-[5-amino-2-fluoro-3-(trifluoromethyl)phenyl]ethyl]amino]-8-methyl-pyrido[2,3-d]pyrimidin-7-one